NC1=NC=CC=C1C1=NC=2C(=NC(=CC2)C2=CC=CC=C2)N1C=1C=CC(=NC1)C(=O)NC1CCC(CC1)C(=O)O (1s,4s)-4-(5-(2-(2-aminopyridin-3-yl)-5-phenyl-3H-imidazo[4,5-b]pyridin-3-yl)picolinamido)cyclohexane-1-carboxylic acid